tert-butyl (S)-2-((4-(2,4-difluorophenoxy)-3-(6-methyl-7-oxo-1-tosyl-6,7-dihydro-1H-pyrrolo[2,3-c]pyridin-4-yl)phenyl)carbamoyl)pyrrolidine-1-carboxylate FC1=C(OC2=C(C=C(C=C2)NC(=O)[C@H]2N(CCC2)C(=O)OC(C)(C)C)C=2C3=C(C(N(C2)C)=O)N(C=C3)S(=O)(=O)C3=CC=C(C)C=C3)C=CC(=C1)F